(1R)-1-(4-benzyloxy-3-methoxy-phenyl)ethylamine C(C1=CC=CC=C1)OC1=C(C=C(C=C1)[C@@H](C)N)OC